arachidyl-trimethyl-ammonium C(CCCCCCCCCCCCCCCCCCC)[N+](C)(C)C